C(C)C1=NN2C(N=C(C=C2)N2CC3OC(C2)C3)=C1C(=O)O.C1(=CC=CC=C1)COC(=O)N(CC(=O)O)CC(C)=O N-[(phenylmethoxy)carbonyl]-N-(2-oxopropyl)glycine Ethyl-5-(6-oxa-3-azabicyclo[3.1.1]heptan-3-yl)pyrazolo[1,5-a]pyrimidine-3-carboxylate